C1(CCC1)N(C)CC=1C=C(N)C=CC1 3-{[cyclobutyl(methyl)amino]methyl}aniline